triiodo-L-thyronine sodium salt C1=CC(=CC=C1C([C@@](C(=O)[O-])(N)I)(I)I)OC2=CC=C(C=C2)O.[Na+]